ClC1=CC=C(C=C1)C1=C(CCC(C1)(C)C)CN1C2CN(C(C1)CC2)CC2=CC=C1CN(C(C1=C2)=O)C2C(NC(CC2)=O)=O 3-(6-((5-((4'-chloro-5,5-dimethyl-3,4,5,6-tetrahydro-[1,1'-biphenyl]-2-yl)methyl)-2,5-diazabicyclo[2.2.2]octan-2-yl)methyl)-1-oxoisoindolin-2-yl)piperidine-2,6-dione